C(C1=CC=CC=C1)N1C=CC2=CC(=CC=C12)NC1=C(C(=O)O)C=C(C=N1)C1CC1 2-((1-benzyl-1H-indol-5-yl)amino)-5-cyclopropyl-nicotinic acid